N1N=CC(=C1)C1(CNCCC1)O 3-(1H-pyrazol-4-yl)piperidin-3-ol